(4-fluorophenyl)(tetrahydro-2H-pyran-4-yl)methanone FC1=CC=C(C=C1)C(=O)C1CCOCC1